CNC(=O)C1=C(C=CC=C1)SC1=CC=C2C(=NN(C2=C1)COC(CCOC)=O)\C=C\C1=NC=CC=C1 3-Methoxy-propionic acid 6-(2-methylcarbamoyl-phenylsulfanyl)-3-((E)-2-pyridin-2-yl-vinyl)-indazol-1-ylmethyl ester